NC=1C(=C(C=C2C=C(N=CC12)NC(O[C@H]1[C@H](CN(CC1)[C@H]1COCC1)F)=O)C1=C(C2=C(OCCN2)N=C1)C)F (3S,4R)-3-fluoro-1-((R)-tetrahydrofuran-3-yl)piperidin-4-yl (8-amino-7-fluoro-6-(8-methyl-2,3-dihydro-1H-pyrido[2,3-b][1,4]oxazin-7-yl)isoquinolin-3-yl)carbamate